4,5-diphenyl-2-(4-tolyl)-4,5-dihydrooxazole C1(=CC=CC=C1)C1N=C(OC1C1=CC=CC=C1)C1=CC=C(C=C1)C